BrC1=CC(=C(C=C1)NC(=O)C1CCC(CC1)(F)F)NC[C@@H](C)OC (R)-N-(4-bromo-2-((2-methoxypropyl)amino)phenyl)-4,4-difluorocyclohexane-1-carboxamide